(3R*,4R*)-1-Cyclohexyl-4-{[5-(2,4-difluoro-phenyl)-isoxazole-3-carbonyl]-amino}-piperidine-3-carboxylic acid (4,5-dimethyl-thiazol-2-yl)-amide CC=1N=C(SC1C)NC(=O)[C@@H]1CN(CC[C@H]1NC(=O)C1=NOC(=C1)C1=C(C=C(C=C1)F)F)C1CCCCC1 |o1:10,15|